methyl 6-(2-{1-[(tert-butoxycarbonyl)amino]ethyl}-3H-imidazo[4,5-b]pyridin-3-yl)nicotinate C(C)(C)(C)OC(=O)NC(C)C1=NC=2C(=NC=CC2)N1C1=NC=C(C(=O)OC)C=C1